3-[BUTYL(METHYL)AMINO]PROPANAL C(CCC)N(CCC=O)C